3-(4-(2-(3,7-dimethyl-2,6-dioxo-2,3,6,7-tetrahydro-1H-purin-1-yl)ethoxy)phenyl)acrylic acid CN1C(N(C(C=2N(C=NC12)C)=O)CCOC1=CC=C(C=C1)C=CC(=O)O)=O